4-(4-(2,5-diazabicyclo[2.2.2]octan-2-yl)-6-chloro-8-fluoro-2-(((S)-1-methylpyrrolidin-2-yl)methoxy)quinazolin-7-yl)naphthalen-2-ol C12N(CC(NC1)CC2)C2=NC(=NC1=C(C(=C(C=C21)Cl)C2=CC(=CC1=CC=CC=C21)O)F)OC[C@H]2N(CCC2)C